4-[[4-[2-[(2,6-dimethylpyrimidin-4-yl)amino]pyrazolo[1,5-a]pyridin-5-yl]-6-prop-1-ynyl-3-pyridyl]amino]cyclohexanol CC1=NC(=CC(=N1)NC1=NN2C(C=C(C=C2)C2=C(C=NC(=C2)C#CC)NC2CCC(CC2)O)=C1)C